6-[4-[(R)-(4-methylphenyl)-phenylmethyl]piperidine-1-carbonyl]-4H-1,4-benzoxazin-3-one CC1=CC=C(C=C1)[C@H](C1CCN(CC1)C(=O)C=1C=CC2=C(NC(CO2)=O)C1)C1=CC=CC=C1